ClC=1C=C2C=NN(C2=C(C1)C(=O)OC)CC1=NC=C(C=C1)C1=CC(=C(C=C1)F)OC methyl 5-chloro-1-((5-(4-fluoro-3-methoxyphenyl) pyridin-2-yl) methyl)-1H-indazole-7-carboxylate